2,6-di-tert-butyl-α-methoxy-p-cresol C(C)(C)(C)C1=CC(=CC(=C1O)C(C)(C)C)COC